NC=1C2=C(N=CN1)N(C=C2C2=CC=C(C=1N2C=C(N1)C)NC(=O)NC1=CC(=C(C=C1)CN1CCN(CC1)C)C(F)(F)F)C1CC1 1-(5-(4-amino-7-cyclopropyl-7H-pyrrolo[2,3-d]pyrimidin-5-yl)-2-methylimidazo[1,2-a]-pyridin-8-yl)-3-(4-((4-methyl-piperazin-1-yl)methyl)-3-(trifluoromethyl)phenyl)urea